CN1N=CC=2C1=NC(=CC2N2CC1=C(CC2)N(N=C1C)CC12CCC(CC1)(CC2)N(C2COC2)C)C N-(4-((5-(1,6-dimethyl-1H-pyrazolo[3,4-b]pyridin-4-yl)-3-methyl-4,5,6,7-tetrahydro-1H-pyrazolo[4,3-c]pyridin-1-yl)methyl)bicyclo[2.2.2]oct-1-yl)-N-methyloxetan-3-amine